C(=O)C12CCC(CC1)(N2C(=O)OC(C)(C)C)CC[C@@H]2CC[C@H](CC2)OC tert-butyl 1-formyl-4-(2-(trans-4-methoxy-cyclohexyl)ethyl)-7-azabicyclo[2.2.1]heptane-7-carboxylate